C1(=CC(=CC=C1)C1=CC=CC=C1)C1=CC=CC=C1 1,1':3,1''-terphenyl